[NH+]1=CC=CC=C1.FC(S(=O)(=O)[O-])(F)F trifluoromethanesulfonic acid pyridinium salt